F[C@H]1[C@]2(CC[C@@](C[C@@H]1SC=1N=CC(=NC1)C1=C(C=C(C=C1)N1C=NC=C1)O)(N2)C)C 2-(5-(((1R,2S,3S,5S)-2-fluoro-1,5-dimethyl-8-azabicyclo[3.2.1]octan-3-yl)thio)pyrazin-2-yl)-5-(1H-imidazol-1-yl)phenol